FC(C(=O)N[C@@H](C)C1=CC=C(C=C1)C(CCCC=C)=O)(F)F 2,2,2-trifluoro-N-[(1S)-1-(4-hex-5-enoylphenyl)ethyl]acetamide